methyl 3-(9-((4-(aminomethyl)-2,6-dimethylphenyl)carbamoyl)-4,5-dihydrobenzo[b]thieno[2,3-d]oxepin-8-yl)-6-((trans-3-hydroxycyclobutyl)carbamoyl)picolinate NCC1=CC(=C(C(=C1)C)NC(=O)C1=CC2=C(OCCC3=C2SC=C3)C=C1C=1C(=NC(=CC1)C(N[C@@H]1C[C@H](C1)O)=O)C(=O)OC)C